C(C)(C)(C)C1=CC(=C(C=C1)C=1C=C2CCN(C(C2=CC1)=O)C=1C=CC(=C(C1)NS(=O)(=O)C)OCOCCOC)C1COCCC1 N-(5-(6-(4-(tert-butyl)-2-(tetrahydro-2H-pyran-3-yl)phenyl)-1-oxo-3,4-dihydroisoquinolin-2(1H)-yl)-2-((2-methoxyethoxy)methoxy)phenyl)methanesulfonamide